ClC1=C(CN2CCC(CC2)(O)CN2C=NC3=C(C2=O)C=NN3C3=CC=C(C=C3)F)C=CC(=C1)F 5-((1-(2-chloro-4-fluorobenzyl)-4-hydroxypiperidin-4-yl)methyl)-1-(4-fluorophenyl)-1,5-dihydro-4H-pyrazolo[3,4-d]pyrimidin-4-one